C(=C)C1=CC=NC=C1 (4-vinyl)pyridine